ClC=1C(=CC(=NC1)OC)C1=CC(=NN1)C(=O)N1CCC(CC1)C(=O)NC1C=2C=CC(N(C2CCC1)C)=O (5-(5-chloro-2-methoxypyridin-4-yl)-1H-pyrazole-3-carbonyl)-N-(1-methyl-2-oxo-1,2,5,6,7,8-hexahydroquinolin-5-yl)piperidine-4-carboxamide